4-(4-carbamoyl-2-fluorophenoxy)benzoic acid C(N)(=O)C1=CC(=C(OC2=CC=C(C(=O)O)C=C2)C=C1)F